C(C)(=O)O[C@H]1C[C@H](N(C1=O)C(=O)OC(C)(C)C)C(=O)OC 1-(tert-butyl) 2-methyl (2S,4S)-4-acetoxy-5-oxopyrrolidine-1,2-dicarboxylate